FC1=CC=CC2=C1C(=C(O2)C(C(C)C)=O)C 1-(4-fluoro-3-methyl-1-benzofuran-2-yl)-2-methylpropan-1-one